C1(=CC=CC=C1)SC1=CC2=C(NC(=N2)C2CCN(CC2)CCC)C=C1 1-{4-[5-(phenylsulfanyl)-1H-1,3-benzimidazol-2-yl]piperidin-1-yl}propan